OC1=CC=C(C=C1)C(\C=C\C1=CC(=C(C=C1)OC)COC1=C(C=C(C(=C1)Cl)Cl)Cl)=O (E)-1-(4-Hydroxyphenyl)-3-[4-methoxy-3-[(2,4,5-trichlorophenoxy)methyl]phenyl]prop-2-en-1-one